methyl (E)-3-(3,5-difluoro-4-((1S,3S)-3-methyl-2-(3-(trifluoromethyl)bicyclo[1.1.1]pentan-1-yl)-2,3,4,9-tetrahydro-1H-pyrido[3,4-b]indol-1-yl)phenyl)acrylate FC=1C=C(C=C(C1[C@@H]1N([C@H](CC2=C1NC1=CC=CC=C21)C)C21CC(C2)(C1)C(F)(F)F)F)/C=C/C(=O)OC